N-(2-ammonioethyl)-tetracene-5-carboxylic acid amide [NH3+]CCNC(=O)C1=C2C=CC=CC2=CC2=CC3=CC=CC=C3C=C12